CC1=CC(=NC=C1)CNC(=O)C1=CN=CS1 N-[(4-methylpyridin-2-yl)methyl]-1,3-thiazole-5-carboxamide